C1(CC1)C([C@@H](C(=O)NC1=NC(=C(C=C1)C=1C(=NNC1C)C)OC)NC(=O)C=1N(N=CC1)CC)C1CC1 N-[(1S)-1-(dicyclopropylmethyl)-2-[[5-(3,5-dimethyl-1H-pyrazol-4-yl)-6-methoxy-2-pyridyl]amino]-2-oxo-ethyl]-2-ethyl-pyrazole-3-carboxamide